FC1(C2C[C@H](C[C@H](C1)N2)N(C=2N=CC(=NC2)C2=CC(=C(C#N)C=C2O)F)C)F 4-(5-{[(1R,3S)-6,6-difluoro-8-azabicyclo[3.2.1]octan-3-yl](methyl)amino}pyrazin-2-yl)-2-fluoro-5-hydroxybenzonitrile